methyl (R)-3-(3-(3-amino-2,5-difluoro-4-methylphenyl)-1,2,4-oxadiazol-5-yl)piperidine-1-carboxylate NC=1C(=C(C=C(C1C)F)C1=NOC(=N1)[C@H]1CN(CCC1)C(=O)OC)F